ClC=1C=C(C=CC1)[C@@H](C)NC(=O)C1=NN(C(C=C1)=O)C1CCNCC1 N-[(1R)-1-(3-chlorophenyl)ethyl]-6-oxo-1-(4-piperidinyl)pyridazine-3-carboxamide